1-cyclopropyl-5-hydroxy-1H-pyrazole-4-carboxylic acid ethyl ester C(C)OC(=O)C=1C=NN(C1O)C1CC1